(S)-4-amino-1-(pyridine-3-yl)butan strontium-cobalt-zinc [Zn].[Co].[Sr].NCCCCC=1C=NC=CC1